OCC[N+](C)(C)C.P(=O)([O-])(O)O phosphate monocholine salt